2-(2,6-diphenylpyrimidin-4-yl)-3,4,5,6-tetrakis(9H-pyrido[3,4-b]indol-9-yl)benzonitrile C1(=CC=CC=C1)C1=NC(=CC(=N1)C1=C(C#N)C(=C(C(=C1N1C2=C(C3=CC=CC=C13)C=CN=C2)N2C1=C(C3=CC=CC=C23)C=CN=C1)N1C2=C(C3=CC=CC=C13)C=CN=C2)N2C1=C(C3=CC=CC=C23)C=CN=C1)C1=CC=CC=C1